C(CCCCC=C)(=O)O 6-Heptenoic acid